3-((4-(chlorodifluoromethoxy)phenyl)amino)-N'-(3-methyl-2-oxopyrrolidine-3-carbonyl)pyrazine ClC(OC1=CC=C(C=C1)NC1C=NC=CN1C(=O)C1(C(NCC1)=O)C)(F)F